N-phenylbenzylamine C1(=CC=CC=C1)NCC1=CC=CC=C1